C(#N)[C@H](C[C@H]1C(NCC1)=O)NC(=O)[C@@H]1[C@H]2C([C@H]2CN1C(CN(C(C)C)C(C)C)=O)(C)C (1R,2S,5S)-N-[(1S)-1-cyano-2-[(3S)-2-oxopyrrolidin-3-yl]ethyl]-3-[2-(diisopropylamino)acetyl]-6,6-dimethyl-3-azabicyclo[3.1.0]hexane-2-carboxamide